(R)-2-(2-chloro-5-methylpyrimidin-4-yl)-6-(3,4-difluorobenzyl)-5-(methoxymethyl)-5,6-dihydropyrazolo[1,5-c]pyrimidin-7(4H)-one ClC1=NC=C(C(=N1)C1=NN2C(N([C@H](CC2=C1)COC)CC1=CC(=C(C=C1)F)F)=O)C